2-((4-(5-(1H-pyrrol-1-yl)pyridin-3-yl)-1H-1,2,3-triazol-1-yl)methyl)imidazo[1,2-a]pyridine-6-formaldehyde N1(C=CC=C1)C=1C=C(C=NC1)C=1N=NN(C1)CC=1N=C2N(C=C(C=C2)C=O)C1